C(C)(C)S(=O)(=O)NC1=CC=C(C=C1)[C@H](C(=O)N)C (2R)-2-{4-[(isopropylsulfonyl)amino]phenyl}propanamide